COC1=C(C=C(C(=C1)[N+](=O)[O-])OC)CCNCC1=C(C=CC=C1)O 2-({[2-(2,5-dimethoxy-4-nitrophenyl)ethyl]amino}methyl)phenol